tert-butyl 2-(2-(2-isopropylphenyl)-4-(3-(methoxycarbonyl)bicyclo[1.1.1]pentane-1-carbonyl)-6-oxopiperazin-1-yl)-7-azaspiro[3.5]nonane-7-carboxylate C(C)(C)C1=C(C=CC=C1)C1N(C(CN(C1)C(=O)C12CC(C1)(C2)C(=O)OC)=O)C2CC1(C2)CCN(CC1)C(=O)OC(C)(C)C